C(C)(C)C1=CC=CC=2S(C3=CC=CC=C3SC12)=O isopropyl-thianthrone